methyl 3-(2-(2-(2-aminoethoxy) ethoxy) ethoxy)-propanoate NCCOCCOCCOCCC(=O)OC